9,10-difluoro-6-((((2-methoxypyridin-4-yl)methyl)(1-(6-nitropyridin-3-yl)piperidin-3-yl)amino)methyl)-2,3-dihydro-7H-[1,4]oxazino[2,3,4-ij]quinolin-7-one FC=1C=C2C(C(=CN3C2=C(C1F)OCC3)CN(C3CN(CCC3)C=3C=NC(=CC3)[N+](=O)[O-])CC3=CC(=NC=C3)OC)=O